2-(((4-(methoxybenzyl)-2-oxooxazolidin-5-yl)methoxy)methyl)-N-(1-methyl-1H-tetrazol-5-yl)-6-(trifluoromethyl)nicotinamide COC(C1=CC=CC=C1)C1NC(OC1COCC1=C(C(=O)NC2=NN=NN2C)C=CC(=N1)C(F)(F)F)=O